tert-butyl (1R)-1-[(2-methylpropane-2-sulfinyl)amino]-3-oxo-8-azaspiro[4.5]decane-8-carboxylate CC(C)(C)S(=O)N[C@@H]1CC(CC12CCN(CC2)C(=O)OC(C)(C)C)=O